C1(=CC=C(C=C1)CNC1CCC(CC1)N)C1=CC=CC=C1 N4-(biphenyl-4-yl)methyl-cyclohexane-1,4-diamine